[Au].[In].[Au] gold-indium-gold